6-(3-(3-(2H-benzo[d][1,2,3]triazol-2-yl)-4-hydroxyphenyl)propionyl)-N2-(tert-butoxy-carbonyl)-L-lysine methyl ester COC([C@@H](NC(=O)OC(C)(C)C)CCCC(N)C(CCC1=CC(=C(C=C1)O)N1N=C2C(=N1)C=CC=C2)=O)=O